4-(4-(2,5-Diazabicyclo[2.2.2]octan-2-yl)-2-((tetrahydro-1H-pyrrolizin-7a(5H)-yl)methoxy-d2)-5,8-dihydropyrido[3,4-d]pyrimidin-7(6H)-yl)-5-ethynyl-6-fluoronaphthalen-2-ol C12N(CC(NC1)CC2)C=2C1=C(N=C(N2)OC([2H])([2H])C23CCCN3CCC2)CN(CC1)C1=CC(=CC2=CC=C(C(=C12)C#C)F)O